[O+]1=CC=CC2=C1C=CC=C2 benzopyranium